CC1C2(C(C1(C2C)C(=O)O)Br)C(=O)O dimethyl-2-bromobicyclo[1.1.1]pentane-1,3-dicarboxylic acid